(3S,5R,8R,9S,10S,13R,14S,17R)-14-hydroxy-10,13-dimethyl-17-(2-oxo-2H-pyran-5-yl)hexadecahydro-1H-cyclopenta[a]phenanthren-3-yl piperazine-1-carboxylate maleate C(\C=C/C(=O)O)(=O)O.N1(CCNCC1)C(=O)O[C@H]1CC[C@@]2([C@H]3CC[C@@]4([C@H](CC[C@@]4([C@@H]3CC[C@@H]2C1)O)C=1C=CC(OC1)=O)C)C